4-ethoxy-N-(8-fluoro-2-methylimidazo[1,2-a]pyridin-6-yl)-2-(methylsulfanyl)pyrimidine-5-carboxamide 2,2,3,3-tetrafluoropropyl-acetate FC(COC(C)=O)(C(F)F)F.C(C)OC1=NC(=NC=C1C(=O)NC=1C=C(C=2N(C1)C=C(N2)C)F)SC